C(C=C)(=O)N1C[C@@H](N(CC1)C=1C2=C(N(C(N1)=O)C=1C(=NC=CC1C)C(C)C)C=C(N=C2)Cl)C (S)-4-(4-acryloyl-2-methylpiperazin-1-yl)-7-chloro-1-(2-isopropyl-4-methylpyridin-3-yl)pyrido[4,3-d]pyrimidin-2(1H)-one